C(C)C=1N=C(C2=C(N1)C(=CS2)C)N[C@H](CN2CCN(CC2)S(=O)(=O)C2=C(N=C(S2)CC(=O)N)C)C [5-({4-[(2S)-2-({2-ethyl-7-methylthieno[3,2-d]pyrimidin-4-yl}amino)propyl]piperazin-1-yl}sulfonyl)-4-methyl-1,3-thiazol-2-yl]acetamide